(2S)-N-[4-(3-chlorophenoxy)-3-sulfamoylphenyl]-2-phenylpropanamide ClC=1C=C(OC2=C(C=C(C=C2)NC([C@@H](C)C2=CC=CC=C2)=O)S(N)(=O)=O)C=CC1